1,2-epoxy-4-methoxycyclohexane COC1CC2C(CC1)O2